C(=O)(O)C1=CC=C(C=C1)C1=CC=C(O1)/C=C(/C(=O)NC1=C(C(=O)O)C=CC=C1)\C#N 2-[[(E)-3-[5-(4-carboxyphenyl)furan-2-yl]-2-cyanoprop-2-enoyl]amino]benzoic acid